(2S,4R)-4-hydroxy-2-({(1R)-2-hydroxy-1-[4-(4-methyl-1,3-thiazol-5-yl)phenyl]ethyl}carbamoyl)pyrrolidine-1-carboxylic acid tert-butyl ester C(C)(C)(C)OC(=O)N1[C@@H](C[C@H](C1)O)C(N[C@@H](CO)C1=CC=C(C=C1)C1=C(N=CS1)C)=O